ClC=1C=C(C=CC1)[C@@H]1[C@H](C1)C(=O)NC1=NC=CC(=C1)NCC=1N=C2N(C=C(C=C2C#N)C2CC2)C1 (1S,2S)-2-(3-chlorophenyl)-N-(4-(((8-cyano-6-cyclopropylimidazo[1,2-a]pyridin-2-yl)methyl)amino)pyridin-2-yl)cyclopropane-1-carboxamide